5-methyl-2,3-dihydro-1H-inden-4-amine CC1=C(C=2CCCC2C=C1)N